C(C)(C)(C)OC(=O)N1[C@@H]2CN([C@H](C1)C2)C2=NC1=C(C(=CN=C1C=C2)C#N)NC2=C(C(=C(C=C2)OCC2CC2)Cl)F.C(=C)N2C(CCCCCCC2)=O N-vinyl-octahydro-2-azoninone tert-butyl-(1S,4S)-5-[8-[3-chloro-4-(cyclopropylmethoxy)-2-fluoro-anilino]-7-cyano-1,5-naphthyridin-2-yl]-2,5-diazabicyclo[2.2.1]heptane-2-carboxylate